CSC1=NC(=NS1)C1=CC=C(C(=O)O)C=C1 4-(5-(methylthio)-1,2,4-thiadiazol-3-yl)benzoic Acid